NC1=NC=NN2C1=C(C=C2C=2C=C(C(=NC2)OC)C(=O)NC=2OC=C(N2)C(N(CCC)CC2CC2)=O)C(F)(F)F 5-[4-amino-5-(trifluoromethyl)pyrrolo-[2,1-f][1,2,4]triazin-7-yl]-N-{4-[(cyclopropylmethyl)(propyl)carbamoyl]-1,3-oxazol-2-yl}-2-methoxypyridine-3-carboxamide